C(C)(=O)OC=1C([C@@H]2C[C@@H]3CC4=C(C=CC(=C4C(C3=C([C@@]2(C(C1C(NC(C)=O)=O)=O)O)O)=O)OCCCC)N(C)C)N(C)C (4aS,11aR,12aS)-3-(N-Acetylcarbamoyl)-7-butoxy-1,10-bis(dimethylamino)-4a,5-dihydroxy-4,6-dioxo-1,4a,11,11a,12,12a-hexahydro-2-naphthacenyl acetate